CC1=NC=CC(=C1C1=CC=C(C=C1)NC([C@H](C1CCC(CC1)C(F)(F)F)NC(=O)C=1C(=NOC1)CC)=O)C N-((S)-2-((4-(2,4-dimethylpyridin-3-yl)phenyl)amino)-2-oxo-1-((1r,4S)-4-(trifluoromethyl)cyclohexyl)ethyl)-3-ethylisoxazole-4-carboxamide